C(CCC)[Sn](C=1C=C2C(=CN1)NN=C2)(CCCC)CCCC 5-(tributylstannyl)-1H-pyrazolo[3,4-c]pyridine